ClC=1C=C2N=C3C=CC(=CC3=C(C2=CC1)NC1=CC(=C(C=C1)O)CN1CCN(CC1)CCCN(C)C1CC2=CC=CC=C2C1)OC 4-((6-Chloro-2-methoxyacridin-9-yl)amino)-2-((4-(3-((2,3-dihydro-1H-inden-2-yl)(methyl)amino)-propyl)piperazin-1-yl)methyl)phenol